[(5-([4-(2-tert-Butylphenyl)piperazin-1-yl]carbonyl)isoxazol-3-yl)oxy]acetic acid C(C)(C)(C)C1=C(C=CC=C1)N1CCN(CC1)C(=O)C1=CC(=NO1)OCC(=O)O